N=1N(N=C2C1C=CC=C2)C2=C(C=CC(=C2)C(CC(C)(C)C)(C)C)O 2-(benzotriazol-2-yl)-4-(1,1,3,3-tetramethylbutyl)phenol